C(C)(C)(C)OC(C(CC1=C(C=CC=C1)F)N1OCN(OC1)C1=C(C=CC(=C1)Cl)N1N=NC(=C1)Cl)=O 2-(4-(5-Chloro-2-(4-chloro-1H-1,2,3-triazol-1-yl)phenyl)-2,5-dioxapiperazin-1-yl)-3-(2-fluorophenyl)propionic acid tert-butyl ester